4-(6-(dimethylamino)-5-(4-fluorophenyl)-7,8-dihydro-1H-pyrazolo[4,3-g]quinolin-7-yl)-3-methoxybenzoic acid CN(C=1C(NC2=CC3=C(C=C2C1C1=CC=C(C=C1)F)C=NN3)C3=C(C=C(C(=O)O)C=C3)OC)C